C(C1=CC=CC=C1)N1N=C(C=2C1=NC(=NC2)N(C(C)=O)CC2=C(C=C(C=C2)OC)OC)Br N-{1-Benzyl-3-bromo-1H-pyrazolo[3,4-d]pyrimidin-6-yl}-N-[(2,4-dimethoxyphenyl)methyl]acetamide